C1(CC1)C(C(C#N)=C)O 2-[cyclopropyl(hydroxy)methyl]prop-2-enenitrile